4-(2-acryloyl-2,6-diazaspiro[3.4]octan-6-yl)-2-(2-(3,3-difluoroazetidin-1-yl)ethoxy)-6-(5-methyl-1H-indazol-4-yl)pyrimidine-5-carbonitrile C(C=C)(=O)N1CC2(C1)CN(CC2)C2=NC(=NC(=C2C#N)C2=C1C=NNC1=CC=C2C)OCCN2CC(C2)(F)F